C(C1=CC=CC=C1)C=1C(NC(NC1C1CCC(=CC1)C1=C(C=C(C=C1)S(=O)(=O)C)F)=O)=O 5-benzyl-6-(2'-fluoro-4'-(methylsulfonyl)-2,3,4,5-tetrahydro-[1,1'-biphenyl]-4-yl)pyrimidine-2,4(1H,3H)-dione